O1N=C(C2=C1C=CC=C2)C2=C(C=CC=C2)[C@H](CC2=NC(=CC=C2)C#N)NC(OC(C)(C)C)=O tert-butyl (S)-{1-[2-(benzo[d]isoxazol-3-yl)phenyl]-2-(6-cyanopyridine-2-yl)ethyl}carbamate